CCC=CCO[Si](OC)(OC)OCCC gamma-methylpropenylpropoxytrimethoxysilane